pyrene-d12 [2H]C1(C2=C3C4=C(C=CCC4(C(C(C3(C(C1([2H])[2H])([2H])[2H])[2H])([2H])[2H])([2H])[2H])[2H])C=C2)[2H]